FC1=CC=C(C=C1)C=1C=C(C=NC1)S(=O)(=O)N1CCCC2=CC=CC=C12 1-((5-(4-fluorophenyl)pyridin-3-yl)sulfonyl)-1,2,3,4-tetrahydroquinoline